diphenylmethylene(cyclopentadienyl)(2,7-di-tert-butyl-9-fluorenyl)zirconium dichloride [Cl-].[Cl-].C1(=CC=CC=C1)C(C1=CC=CC=C1)=[Zr+2](C1C2=CC(=CC=C2C=2C=CC(=CC12)C(C)(C)C)C(C)(C)C)C1C=CC=C1